C(C)(=O)C=1SC(=CN1)CN1C(N(C=2N=CN(C2C1=O)C)C)=O 1-((2-acetylthiazol-5-yl)methyl)-3,7-dimethyl-1H-purine-2,6(3h,7h)-dione